(1R)-1-(3-cyano-2-methylphenyl)ethylamine hydrochloride Cl.C(#N)C=1C(=C(C=CC1)[C@@H](C)N)C